N'-formyl-6-(3-methyl-5-(((2-(trifluoromethyl)pyridin-3-yl)oxy)methyl)piperidin-1-yl)pyrazine-2-carbohydrazide C(=O)NNC(=O)C1=NC(=CN=C1)N1CC(CC(C1)COC=1C(=NC=CC1)C(F)(F)F)C